FC1=C(C(=O)C2=CC=3N=C(N=CC3O2)NC2=C(C=C(C=C2)N2CCN(CC2)CC)NC(C=C)=O)C(=C(C=C1OC)OC)F N-(2-((6-(2,6-difluoro-3,5-dimethoxybenzoyl)furo[3,2-d]pyrimidin-2-yl)amino)-5-(4-ethylpiperazin-1-yl)phenyl)acrylamide